dodecyl-(1-methyl-4-(propan-2-ylidene)cyclohexyl)sulfane C(CCCCCCCCCCC)SC1(CCC(CC1)=C(C)C)C